ClC=1N=C(C=C2CCN(C(C12)=O)C1CC1)OC 8-chloro-2-cyclopropyl-6-methoxy-3,4-dihydro-2,7-naphthyridin-1(2H)-one